(4aR,10aR)-7-(benzyloxy)-6-(methoxymethoxy)-1-propyl-2H,3H,4H,4aH,5H,10H,10aH-benzo[g]quinoline C(C1=CC=CC=C1)OC=1C=CC2=C(C[C@H]3CCCN([C@@H]3C2)CCC)C1OCOC